3,5-diiodothyronine dihydrate O.O.IC=1C=C(C[C@H](N)C(=O)O)C=C(C1OC1=CC=C(C=C1)O)I